S(N)(OC[C@@H]1[C@H](C[C@@H](C1)NC1=NC=NC=C1C(=O)C=1SC=C(C1)[C@]1(OCCCC1)C1=CC(=CC=C1)Cl)O)(=O)=O [(1R,2S,4R)-4-{[5-({4-[(2R)-2-(3-chlorophenyl)tetrahydro-2H-pyran-2-yl]-2-thienyl}carbonyl)pyrimidin-4-yl]amino}-2-hydroxycyclopentyl]methyl sulfamate